1-methyl-1,2,3-triazol-4-ylboronic acid CN1N=NC(=C1)B(O)O